N-p-toluenesulfonyl-4-phenylpiperidine CC1=CC=C(C=C1)S(=O)(=O)N1CCC(CC1)C1=CC=CC=C1